(2R,3S)-2-((E)-3-(6-chloro-1H-indazol-1-yl)prop-1-enyl)piperidin-3-ol ClC1=CC=C2C=NN(C2=C1)C/C=C/[C@H]1NCCC[C@@H]1O